N-(1-(2-(1H-pyrazol-4-yl)-6-(thiophen-2-yl)pyridin-4-yl)ethyl)-5-(aminomethyl)-2-methylbenzamide N1N=CC(=C1)C1=NC(=CC(=C1)C(C)NC(C1=C(C=CC(=C1)CN)C)=O)C=1SC=CC1